O=S1(CC2=C(C1)C=C(C=C2)NC2=CC(=NN2C(C)(C)C)[C@@H]2C[C@@H](CC2)O)=O 2,2-dioxo-5-((1-(tert-butyl)-3-((1s,3r)-3-hydroxycyclopentyl)-1H-pyrazol-5-yl)amino)-1,3-dihydrobenzo[c]thiophene